4,4,4-trifluoro-2-[2-(3-methoxyphenyl)ethyl]butanoic acid FC(CC(C(=O)O)CCC1=CC(=CC=C1)OC)(F)F